tert-butyl (R)-((5-((5-(3-((tert-butyldimethylsilyl)oxy)pyrrolidine-1-carbonyl)-[1,1'-biphenyl]-3-yl)sulfonyl)thiazol-2-yl)methyl)carbamate [Si](C)(C)(C(C)(C)C)O[C@H]1CN(CC1)C(=O)C=1C=C(C=C(C1)C1=CC=CC=C1)S(=O)(=O)C1=CN=C(S1)CNC(OC(C)(C)C)=O